ClC1=NC=C(C(=N1)NC=1C=CC=C2CCN(C12)S(=O)(=O)C)F N-(2-chloro-5-fluoropyrimidin-4-yl)-1-(methylsulfonyl)indolin-7-amine